C(CCC)N1CC2=CN=CC=C2C(=C1)C1=CC(=C(C=C1)OC1CCN(CC1)CC1CCNCC1)F 2-butyl-4-(3-fluoro-4-((1-(piperidin-4-ylmethyl)piperidin-4-yl)oxy)phenyl)-2,7-naphthyridin